7-fluoro-3,3-dimethyl-1-(5-(trifluoromethoxy)pyridin-3-yl)-5-vinylindolin-2-one FC=1C=C(C=C2C(C(N(C12)C=1C=NC=C(C1)OC(F)(F)F)=O)(C)C)C=C